Cl.FC=1C=C(C=CC1)C1=C2C(=C(C(N(C2=CC(=C1)N1CCN(CC1)C)CC(C)C)=O)C(=O)N)O (3-fluorophenyl)-4-hydroxy-1-isobutyl-7-(4-methylpiperazin-1-yl)-2-oxo-1,2-dihydroquinoline-3-carboxamide hydrochloride salt